CC1(OB(OC1(C)C)C1=CC=2CC[C@H]3[C@@H]4CCC([C@@]4(C)CC[C@@H]3C2C=C1)O)C 3-(4,4,5,5-tetramethyl-1,3,2-dioxaborolan-2-yl)-estra-1,3,5(10)-trien-17-ol